O=C1NC(CCC1N1C(C2=CC=C(C=C2C1=O)\C=C\CO)=O)=O (E)-2-(2,6-dioxopiperidin-3-yl)-5-(3-hydroxyprop-1-en-1-yl)isoindoline-1,3-dione